C(C)OC(C[C@@H](C1=CC=C(S1)C1=CSC=C1C)NC(=O)NC=1C(N(C(=CC1O)C)C)=O)=O (S)-3-(3-(4-hydroxy-1,6-dimethyl-2-oxo-1,2-dihydropyridin-3-yl)ureido)-3-(4'-methyl-[2,3'-bithiophene]-5-yl)propanoic acid ethyl ester